C(#N)C=1C=NN2C1C(=CC(=C2)OC[C@@H](C)O)C=2C=CC(=NC2)N2CCN(CC2)C(=O)OC(C)(C)C tert-butyl (R)-4-(5-(3-cyano-6-(2-hydroxypropoxy)pyrazolo[1,5-a]pyridin-4-yl)pyridin-2-yl)piperazine-1-carboxylate